C1(CCC1)CN(C(OC(C)(C)C)=O)CC=1C=CC=2N(C1)C=C(N2)CN2C=NC(=C2)C=2C=C1C(=NC2)NC=C1 tert-butyl N-(cyclobutylmethyl)-N-[[2-[[4-(1H-pyrrolo[2,3-b]pyridin-5-yl)imidazol-1-yl]methyl]imidazo[1,2-a]pyridin-6-yl]methyl]carbamate